C1(CC1)N1C[C@H](N(C[C@H]1C)C1CCN(CC1)C1=C(C=C(C(=C1)OC)NC1=NC=NC(=C1)N1OCC[C@@H]1C1=CC(=CC(=C1)F)F)NC(C=C)=O)C N-(2-(4-((2R,5R)-4-cyclopropyl-2,5-dimethylpiperazine-1-yl)piperidine-1-yl)-5-((6-((R)-3-(3,5-difluorophenyl)-isoxazolidine-2-yl)pyrimidine-4-yl)amino)-4-methoxyphenyl)acrylamide